N1(CCNCC1)C1=CC=C2C[C@H](COC2=C1)N1CC=C2N1C=CC=C2 (R)-N-(7-(piperazin-1-yl)chroman-3-yl)pyrazolo[1,5-a]pyridine